COC([C@@H]1[C@H]([C@@H]([C@H]([C@H](O)O1)O)O)O)=O β-D-glucuronic acid methyl ester